1,3-bis[(3-ethyloxetan-3-yl)methoxy]2-(2-oxiranylmethoxy)propane C(C)C1(COC1)COCC(COCC1(COC1)CC)OCC1OC1